4-(4'-methyl-phenylthio)benzophenone CC1=CC=C(C=C1)SC1=CC=C(C(=O)C2=CC=CC=C2)C=C1